N-(4-Cyclopropylbutyl)-2,2-dimethyl-4-(3-methyl-2-oxo-1,3-benzoxazol-6-yl)piperazine-1-carboxamide C1(CC1)CCCCNC(=O)N1C(CN(CC1)C1=CC2=C(N(C(O2)=O)C)C=C1)(C)C